CC1(CN(C=2C1=NC=CC2)C2=CC(=NC=N2)NC=2C(=CC(=C(C2)NC(C=C)=O)N2[C@H](CCC2)CN(C)C)OC)C (R)-N-(5-((6-(3,3-dimethyl-2,3-dihydro-1H-pyrrolo[3,2-b]pyridin-1-yl)pyrimidin-4-yl)amino)-2-(2-((dimethylamino)methyl)pyrrolidin-1-yl)-4-methoxyphenyl)acrylamide